(5'S,7a'R)-5'-(3,5-difluorophenyl)-1-(2,2-dimethyl-2,3-dihydro-1-benzo-furan-7-carbonyl)-tetrahydro-3'H-spiro-[piperidine-4,2'-pyrrolo[2,1-b][1,3]-oxazol]-3'-one FC=1C=C(C=C(C1)F)[C@@H]1CC[C@H]2OC3(C(N21)=O)CCN(CC3)C(=O)C3=CC=CC=2CC(OC23)(C)C